nicotine lactate salt C(C(O)C)(=O)O.N1=CC=CC(=C1)C1N(C)CCC1